CC=1C=CCCC1 5H-toluene